CC1(C(OB(O1)C=1C=CC(NC1)=O)(C)C)C 5-(tetramethyl-1,3,2-dioxaborolan-2-yl)-1,2-dihydropyridin-2-one